ClC1=CC=C(C=C1)[C@@H]1N(C[C@H](N(C1)CCCC(=O)O)C)C(CNC(\C=C\C1=CC=C(C=C1)C(F)(F)F)=O)=O 4-[(2R,5S)-5-(4-chlorophenyl)-4-[2-[[(E)-3-[4-(trifluoromethyl)phenyl]prop-2-enoyl]amino]acetyl]-2-methylpiperazine-1-yl]butanoic acid